2-cyclohexylidene-2-(3,4-dimethylphenyl)acetonitrile C1(CCCCC1)=C(C#N)C1=CC(=C(C=C1)C)C